5-(4-((3-ethyl-9-fluoro-5-methoxy-1-(4-methoxybenzyl)-2-oxo-2,3-dihydro-1H-pyrimido[4,5,6-de]quinazolin-8-yl)methyl)piperazin-1-yl)-N,6-dimethylpyridineamide C(C)N1C(N(C2=C(C(=CC=3C2=C1N=C(N3)OC)CN3CCN(CC3)C=3C=CC(=NC3C)C(=O)NC)F)CC3=CC=C(C=C3)OC)=O